ClC1=CC2=C(N(C(=N2)OCC)CCCCC(=O)N)C=C1OC [3-(5-Chloro-2-ethoxy-6-methoxybenzoimidazol-1-yl)propyl]acetamide